2-(4-(4-(3,4-dimethoxyphenyl)-6-oxo-6,7-dihydro-5H-benzo[b]pyrido[2,3-d]azepin-2-yl)phenoxy)acetic acid COC=1C=C(C=CC1OC)C1=CC(=NC=2C3=C(NC(CC21)=O)C=CC=C3)C3=CC=C(OCC(=O)O)C=C3